docosyl-trimethylammonium chloride [Cl-].C(CCCCCCCCCCCCCCCCCCCCC)[N+](C)(C)C